CC=1C=C2CC(CC2=CC1)CO (5-methyl-2,3-dihydro-1H-inden-2-yl)methanol